C1(CCC(N1C(C(=O)O)CCCC)=O)=O.C1(CCC(N1C(C(=O)O)CCCC)=O)=O.S1SCC=C1 Dithiol bis(succinimidyl hexanoate)